C1(CC1)CC=1C2=C(C(N(C1)C)=O)C(=C(N2)C2=CC(=NC=C2)NC(CC2=CC=C(C=C2)F)=O)C2=CC=CC=C2 N-{4-[7-(cyclopropylmethyl)-5-methyl-4-oxo-3-phenyl-4,5-dihydro-1H-pyrrolo[3,2-c]pyridin-2-yl]pyridin-2-yl}-2-(4-fluorophenyl)acetamide